P(=O)(O)([O-])[O-].[Sb+3].P(=O)(O)([O-])[O-].P(=O)(O)([O-])[O-].[Sb+3] antimony hydrogen phosphate